2-(2-(9,9'-spirobi[xanthen]-2-yl)phenyl)-4,6-diphenyl-1,3,5-triazine C1=C(C=CC=2OC3=CC=CC=C3C3(C12)C1=CC=CC=C1OC=1C=CC=CC13)C1=C(C=CC=C1)C1=NC(=NC(=N1)C1=CC=CC=C1)C1=CC=CC=C1